FC1=C(C(=CC(=C1)C=1C(=NC=CC1)SC(C)C)F)C(CCCC(=O)O)C 5-[2,6-difluoro-4-(2-isopropylsulfanyl-3-pyridyl)-phenyl]hexanoic acid